[S-]C1=[N+](C=CC=C1)[O-].[Zn+2].[S-]C1=[N+](C=CC=C1)[O-] zinc sulfidopyridine N-oxide